Cl.CCCCCCCC(CC(C)=O)=O Undecane-8,10-dione hydrochloride